4-((6-cyano-8-cyclopentyl-7-oxo-7,8-dihydropyrido[2,3-d]pyrimidin-2-yl)amino)benzenesulfonamide C(#N)C1=CC2=C(N=C(N=C2)NC2=CC=C(C=C2)S(=O)(=O)N)N(C1=O)C1CCCC1